C(C)(C)N(C(C)C)P(OCC(CC=C(CCC=C(CCC=C(C)C)C)C)C#N)N(C(C)C)C(C)C Bis(diisopropylamino)(2-cyano-2-(3,7,11-trimethyl-2,6,10-dodecatrien-1-yl)ethoxy)phosphine